N2-((3S,4R)-4-fluoro-1-methylpyrrolidin-3-yl)-N4,5-dimethyl-7,8-dihydro-6H-cyclopenta[5,6]pyrido[2,3-d]pyrimidine-2,4-diamine F[C@H]1[C@H](CN(C1)C)NC=1N=C(C2=C(N1)N=C1C(=C2C)CCC1)NC